4-(quinolin-6-yloxy)-1H-1,2,3-triazole-5-carboxylic acid 2,2,2-trifluoroacetate FC(C(=O)O)(F)F.N1=CC=CC2=CC(=CC=C12)OC=1N=NNC1C(=O)O